(1-(4-(morpholinomethyl)-6-((5-(5-phenyl-1,3,4-oxadiazol-2-yl)thiazol-2-yl)amino)pyridine-2-yl)piperidine-4-yl)methanol O1CCN(CC1)CC1=CC(=NC(=C1)NC=1SC(=CN1)C=1OC(=NN1)C1=CC=CC=C1)N1CCC(CC1)CO